5-(4-(diphenyl(3-(4,4,5,5-tetramethyl-1,3,2-dioxaborolan-2-yl)phenyl)silyl)phenyl)-2-(naphthalen-2-yl)-3-phenylpyrazine C1(=CC=CC=C1)[Si](C1=CC=C(C=C1)C=1N=C(C(=NC1)C1=CC2=CC=CC=C2C=C1)C1=CC=CC=C1)(C1=CC(=CC=C1)B1OC(C(O1)(C)C)(C)C)C1=CC=CC=C1